Cl.BrC=1C=C(C(=NC1)N1CCNCC1)Cl 1-(5-bromo-3-chloro-2-pyridinyl)piperazine hydrochloride